1-((7-Cyano-2-(3'-(5-(2-(dimethylamino)acetyl)-5,6-dihydro-4H-pyrrolo[3,4-d]thiazol-2-yl)-2,2'-dimethylbiphenyl-3-yl)benzo[d]oxazol-5-yl)methyl)piperidine-4-carboxylic acid C(#N)C1=CC(=CC=2N=C(OC21)C=2C(=C(C=CC2)C2=C(C(=CC=C2)C=2SC1=C(N2)CN(C1)C(CN(C)C)=O)C)C)CN1CCC(CC1)C(=O)O